C(N)(=N)C=1C=C(OC=2C(=C3C=CNC3=CC2F)CC(=O)OC)C=CC1F methyl 2-(5-(3-carbamimidoyl-4-fluorophenoxy)-6-fluoro-1H-indol-4-yl)acetate